C1(=CC=CC=C1)C1=C(C(=C(C=C1)C1=CC=CC=C1)C1=CC=CC=C1)C1=CC=CC=C1 3',6'-diphenyl-1,1':2',1''-terphenyl